N1C[C@@H](CCC1)NC1=NC=CC(=N1)C1=CN=C2N1C=C(N=C2)N2C(CCC2)=O (R)-1-(3-(2-(piperidin-3-ylamino)pyrimidin-4-yl)imidazo[1,2-a]pyrazin-6-yl)pyrrolidin-2-one